6-(4-benzoylpiperidine-1-carbonyl)-4H-1,4-benzoxazin-3-one C(C1=CC=CC=C1)(=O)C1CCN(CC1)C(=O)C=1C=CC2=C(NC(CO2)=O)C1